N2-[6-fluoro-7-[rac-(2S)-2-methyl-2,3,4,7-tetrahydro-1H-azepin-5-yl]-2,3-dihydrofuro[3,2-b]pyridin-5-yl]-N4,6-dimethyl-pyridine-2,4-diamine FC=1C(=C2C(=NC1NC1=NC(=CC(=C1)NC)C)CCO2)C=2CC[C@@H](NCC2)C |r|